C(C)(C)(C)OC(=O)N[C@@H](C(C(=O)OC)CC1(CCC1)CCNC(=O)OC(C)(C)C)CC methyl (3R)-3-((tert-butoxycarbonyl)amino)-2-((1-(2-((tert-butoxycarbonyl)amino)ethyl)cyclobutyl)methyl)pentanoate